ClC=1C=CC(=C(C1)C1=C(N=CN1)C=1N=C2C=C(C=NC2=CC1)NC1=NC=C(C=C1)N1CCN(CC1)C(C)C)F 6-[5-(5-chloro-2-fluoro-phenyl)-1H-imidazol-4-yl]-N-[5-(4-isopropylpiperazin-1-yl)-2-pyridyl]-1,5-naphthyridin-3-amine